N-((S)-(7-((R*)-2,2-Difluoro-1-(4,4,4-trifluorobutanamido)ethyl)imidazo[1,2-b]pyridazin-2-yl)(4,4-difluorocyclohexyl)methyl)-4-methyl-1,2,5-oxadiazole-3-carboxamide FC([C@H](NC(CCC(F)(F)F)=O)C1=CC=2N(N=C1)C=C(N2)[C@@H](NC(=O)C2=NON=C2C)C2CCC(CC2)(F)F)F |o1:2|